palmitoleyl acrylate C(C=C)(=O)OCCCCCCCC\C=C/CCCCCC